7-[(dimethylamino)methyl]-2-(2-methylthiazol-5-yl)-N-[(3R)-2,3,4,9-tetrahydro-1H-carbazol-3-yl]-7,8-dihydro-6H-pyrimido[5,4-b][1,4]oxazin-4-amine CN(C)CC1NC2=C(OC1)C(=NC(=N2)C2=CN=C(S2)C)N[C@@H]2CCC=1NC3=CC=CC=C3C1C2